(S)-(2-(2-chlorophenyl)-1-(1H-pyrazol-3-yl)ethyl)carbamic acid tert-butyl ester C(C)(C)(C)OC(N[C@@H](CC1=C(C=CC=C1)Cl)C1=NNC=C1)=O